2-methylpropane-1-sulfonate CC(CS(=O)(=O)[O-])C